C1=CC=C(C=2SC3=C(C21)C=CC=C3)C=3C=C(C=CC3)C3=CC(=CC=C3)C3=CC=CC2=C1C=CC=CC1=C1C(C=4C(=NC=CN4)O1)=C32 (3'-(dibenzothiophen-4-yl)biphenyl-3-yl)phenanthro[9',10':4,5]furo[2,3-b]pyrazine